CC1(OC2=CC(=CC=C2CC1)C(C)N1C[C@@H](N(C[C@H]1C)C=1C=2N=C(N(C2N(C(N1)=O)C)CC)CC#N)C)C 2-(6-((2S,5R)-4-(1-(2,2-dimethylchroman-7-yl)ethyl)-2,5-dimethylpiperazin-1-yl)-9-ethyl-3-methyl-2-oxo-3,9-dihydro-2H-purin-8-yl)acetonitrile